N(=O)C(C)(C)O nitrosoisopropanol